2-[(2-chloro-4-fluoro-benzoyl)amino]-4-[2-ethoxyethyl-[4-(5,6,7,8-tetrahydro-1,8-naphthyridin-2-yl)butyl]amino]butanoic acid ClC1=C(C(=O)NC(C(=O)O)CCN(CCCCC2=NC=3NCCCC3C=C2)CCOCC)C=CC(=C1)F